ClC=1C=C(C=CC1F)NC(=O)C=1N(C=C2C1CCC2NC(OCC#CC)=O)C But-2-yn-1-yl (1-((3-chloro-4-fluorophenyl)carbamoyl)-2-methyl-2,4,5,6-tetrahydrocyclopenta[c]pyrrol-4-yl)carbamate